CS(=O)(=O)OCC(COS(=O)(=O)C)(C1=NC=CC=C1)C 3-(methanesulfonyloxy)-2-methyl-2-(pyridin-2-yl)propyl methanesulfonate